C(C)(=O)N=[SH2] N-acetyl-sulfimide